2-(4-morpholinyl)-4H-pyrimido[2,1-a]isoquinol-4-one N1(CCOCC1)C=1N=C2N(C=CC3=CC=CC=C23)C(C1)=O